5-(4-{[(10Z,12Z,15Z)-1-oxooctadeca-9,12,15-trienyl] oxy} butyl)-11,14-dimethyl-7-oxo-6-oxa-8,11,14-triazapentadec-1-yl (10Z,12Z,15Z)-octadeca-9,12,15-trienoate C(CCCCCCC\C=C/C\C=C/C\C=C/CC)(=O)OCCCCC(OC(NCCN(CCN(C)C)C)=O)CCCCOC(CCCCCCC\C=C/C\C=C/C\C=C/CC)=O